bis[4-diethoxymethylsilylbutyl]urea C(C)OC(OCC)[SiH2]CCCCNC(NCCCC[SiH2]C(OCC)OCC)=O